(diphenyltriazinyl)[(biphenylyl)dibenzofuranyl]biphenyl C1(=CC=CC=C1)C1=C(C(=NN=N1)C=1C(=C(C=CC1)C1=CC=CC=C1)C1=C(C=CC=2OC3=C(C21)C=CC=C3)C3=C(C=CC=C3)C3=CC=CC=C3)C3=CC=CC=C3